COC=1C=CC(=C(C1)C(CNC1CCN(CC1)C(=O)OC(C)(C)C)C)[N+](=O)[O-] tert-Butyl 4-[2-(5-methoxy-2-nitro-phenyl)-propylamino]-piperidine-1-carboxylate